3-[4-(4-aminopiperidin-1-yl)-3-(3,5-difluorophenyl)quinolin-6-yl]-5-fluoro-2-(methoxymethoxy)benzonitrile NC1CCN(CC1)C1=C(C=NC2=CC=C(C=C12)C=1C(=C(C#N)C=C(C1)F)OCOC)C1=CC(=CC(=C1)F)F